CN1C(N(CC(C1)CN1C=NC=2C1=NC(=CC2N2CCOCC2)N/N=C(\C)/C=2C=C(C=CC2)C)C)=O (E)-1,3-dimethyl-5-((7-morpholino-5-(2-(1-(m-tolyl)ethylidene)hydrazinyl)-3H-imidazo[4,5-b]pyridin-3-yl)methyl)tetrahydropyrimidin-2(1H)-one